C(C)(=O)N1CC2(C1)C[C@H]([C@@H](CC2)N2N=C1C=C(C(=CC1=C2)C(=O)NC=2C=NN1C2N=CC=C1)OC1CC1)C |o1:8,9| rel-2-((6R,7R)-2-Acetyl-6-methyl-2-azaspiro[3.5]nonan-7-yl)-6-cyclopropoxy-N-(pyrazolo[1,5-a]pyrimidin-3-yl)-2H-indazole-5-carboxamide